N-(3-aminopropylsulfonyl)-3-(benzyl-(4-(3,4-dichlorophenyl)-5-isobutylthiazol-2-yl)amino)propanamide NCCCS(=O)(=O)NC(CCN(C=1SC(=C(N1)C1=CC(=C(C=C1)Cl)Cl)CC(C)C)CC1=CC=CC=C1)=O